C1(CCCCC1)N=C=N 3-cyclohexylcarbodiimide